3-((S)-1-(8-amino-1-methylimidazo[1,5-a]pyrazin-3-yl)ethyl)-5-chloro-6-fluoro-N-((1S,2S)-2-hydroxycyclohexyl)-2-isopropoxybenzamide NC=1C=2N(C=CN1)C(=NC2C)[C@@H](C)C=2C(=C(C(=O)N[C@@H]1[C@H](CCCC1)O)C(=C(C2)Cl)F)OC(C)C